CCC(CCC=CC)C(=O)OC(C)(C)C Tert-butyl oct-6-ene-3-carboxylate